7-(2,8-dimethylimidazo[1,2-b]pyridazin-6-yl)-5-fluoro-3-(piperidin-4-yl)cinnoline CC=1N=C2N(N=C(C=C2C)C2=CC(=C3C=C(N=NC3=C2)C2CCNCC2)F)C1